C1[C@@H]([C@H](O[C@H]1N2C=NC3=C(N=CN=C32)N)COP(=O)(O)OP(=O)(O)O)O The molecule is a purine 2'-deoxyribonucleoside 5'-diphosphate having adenine as the nucleobase. It has a role as a human metabolite, an Escherichia coli metabolite and a mouse metabolite. It is a purine 2'-deoxyribonucleoside 5'-diphosphate and a 2'-deoxyadenosine 5'-phosphate. It is a conjugate acid of a dADP(3-).